O.C(C1=CC(=O)NC(=O)N1)(=O)O.C(C1=CC(=O)NC(=O)N1)(=O)O mono-orotate hemihydrate